benzyl 2-(methylsulfonamido)benzoate CS(=O)(=O)NC1=C(C(=O)OCC2=CC=CC=C2)C=CC=C1